8-Bromo-5-chloro-7-methylimidazo[1,2-c]pyrimidine BrC=1C=2N(C(=NC1C)Cl)C=CN2